CC(C[C@H](NC([C@H](CC1=CC=CC=C1)NC(=O)C1=NC=CN=C1)=O)B(O)O)C [(1R)-3-methyl-1-[[(2S)-3-phenyl-2-(pyrazine-2-carbonylamino)propanoyl]amino]butyl]boronic acid